C(C1=CC=CC=C1)(=O)OC=1C(=NC=CC1OC)C(N[C@H](C(=O)N[C@@H](C(C1=CC=C(C=C1)F)C1=CC=C(C=C1)F)C)C)=O 2-(((S)-1-(((R)-1,1-bis(4-fluorophenyl)propan-2-yl)amino)-1-oxopropan-2-yl)carbamoyl)-4-methoxypyridin-3-yl benzoate